(2S,4R)-2-(2-fluorophenyl)-N-((S,E)-4-(methylsulfonyl)but-3-en-2-yl)-4-(trifluoromethyl)piperidine-1-carboxamide FC1=C(C=CC=C1)[C@H]1N(CC[C@H](C1)C(F)(F)F)C(=O)N[C@@H](C)\C=C\S(=O)(=O)C